COC1=CC=C(C=C1)C(CSC1=NN=C2N1C(=CC(N2)=O)CCC)=O 3-{[2-(4-methoxyphenyl)-2-oxoethyl]sulfanyl}-5-propyl[1,2,4]triazolo[4,3-a]pyrimidin-7(8H)-one